O.NCCNC1=C2C=CC=C(C2=CC=C1)S(=O)(=O)[O-].[Na+].ClC1=C(C=CC=C1)C1=NOC(=C1C(=O)NC1=CC(=CC=C1)C(F)(F)F)C 3-(2-chlorophenyl)-5-methyl-N-(3-(trifluoromethyl)phenyl)isoxazole-4-carboxamide sodium 5-(2-aminoethylamino)-1-naphthalenesulfonate hydrate